3-cyanobenzoate C(#N)C=1C=C(C(=O)[O-])C=CC1